COC=1C(=CC=2N(C1)N=C(C2)C)NC(=O)N2CCC=1C2=NC=CC1N1CCN(C2(CC2)C1)C(=O)OC(C)(C)C tert-butyl 7-(1-((6-methoxy-2-methylpyrazolo[1,5-a]pyridin-5-yl)carbamoyl)-2,3-dihydro-1H-pyrrolo[2,3-b]pyridin-4-yl)-4,7-diazaspiro[2.5]octane-4-carboxylate